C(C)(C)(C)OC(C(C)(C)Br)=O tert-butyl-α-bromo-isobutyrate